NC1=NC2=CC(=CC=C2C(=C1)NCCNC(N(C)C)=O)C1=CC=NN1 3-(2-((2-amino-7-(1H-pyrazol-5-yl)quinolin-4-yl)amino)ethyl)-1,1-dimethylurea